CC1=NC(=NC=C1C(=O)N1CCCC1)N1[C@H](C2=C(CC1)NC=N2)C2=NN1C(C(=CC=C1)C)=C2 (R)-(4-methyl-2-(4-(4-methylpyrazolo[1,5-a]pyridin-2-yl)-1,4,6,7-tetrahydro-5H-imidazo[4,5-c]pyridin-5-yl)pyrimidin-5-yl)(pyrrolidin-1-yl)methanone